(1S,2'S,6'S)-6-chloro-2'-methyl-6'-(1-methyltriazol-4-yl)-1'-(2,2,2-trifluoroacetyl)spiro[isochromane-1,4'-piperidine]-4-one ClC=1C=C2C(CO[C@]3(C[C@@H](N([C@@H](C3)C=3N=NN(C3)C)C(C(F)(F)F)=O)C)C2=CC1)=O